S-triazine-2,4,6(1H,3H,5H)-trione N1C(NC(NC1=O)=O)=O